1-(2-fluoro-4-nitrophenyl)-4-(2-methoxyethyl)piperazine FC1=C(C=CC(=C1)[N+](=O)[O-])N1CCN(CC1)CCOC